(Z)-2-Fluoro-3-(7-methoxy-1-(tetrahydro-2H-pyran-2-yl)-1H-indazol-6-yl)-N-(6-methoxy-2,4-dimethylpyridin-3-yl)acrylamide ammonium tetrafluoroborate F[B-](F)(F)F.[NH4+].F\C(\C(=O)NC=1C(=NC(=CC1C)OC)C)=C/C1=CC=C2C=NN(C2=C1OC)C1OCCCC1